C1=C(C=CC2=CC(=CC(=C12)C(=O)O)C(=O)O)C(=O)O 2,6,8-naphthalenetricarboxylic acid